2-((4-(6-((4-chloro-2-fluorobenzofuran-7-yl)methoxy-d2)pyridin-2-yl)cyclohex-3-en-1-yl)methyl)-1-(((S)-oxetan-2-yl)methyl)-1H-benzo[d]imidazole-6-carboxylic acid ClC1=CC=C(C2=C1C=C(O2)F)C(OC2=CC=CC(=N2)C2=CCC(CC2)CC2=NC1=C(N2C[C@H]2OCC2)C=C(C=C1)C(=O)O)([2H])[2H]